CC1(C2=CC(=CC(=C2NC12C(=NN(C2=O)C2=CC=CC=C2)C)C)C)C 3,3,3',5,7-Pentamethyl-1'-phenylspiro[indoline-2,4'-pyrazol]-5'(1'H)-one